1-benzyl-N-(4-ethyl-5-methylthiazol-2-yl)-1H-pyrrole-2-carboxamide C(C1=CC=CC=C1)N1C(=CC=C1)C(=O)NC=1SC(=C(N1)CC)C